COC=1C=C2CCNC(C2=CC1OC)C(=O)O (+)-6,7-Dimethoxy-1,2,3,4-tetrahydroisoquinoline-1-carboxylic Acid